OCCCN1CCN(CC1)S(=O)(=O)C=1C=CC(=C(C1)C=1NC(C2=C(N1)C(=C(N2C)C=O)CCC)=O)OCCC 2-(5-((4-(3-hydroxypropyl)piperazin-1-yl)sulfonyl)-2-propoxyphenyl)-5-methyl-4-oxo-7-propyl-4,5-dihydro-3H-pyrrolo[3,2-d]pyrimidine-6-carbaldehyde